(R)-2-chloro-6-(3-methylmorpholino)isonicotinic acid methyl ester COC(C1=CC(=NC(=C1)N1[C@@H](COCC1)C)Cl)=O